[N+](#[C-])C1=CC=C(C(=O)OCC(=O)NC2=C(C=CC=C2)OC)C=C1 2-((2-methoxyphenyl)amino)-2-oxoethyl 4-isocyanobenzoate